4-(2,5-dichlorophenoxy)-1H-1,2,3-triazole-5-carboxylic acid ClC1=C(OC=2N=NNC2C(=O)O)C=C(C=C1)Cl